2-phenyl-2H-pyrrol-5-one C1(=CC=CC=C1)C1NC(C=C1)=O